F\C(=C/C(C(F)(F)F)C1=CC(=C(C=C1)F)C(F)(F)F)\C1=CC(=C(C(=O)O)C=C1)C(F)(F)F (Z)-4-(1,4,4,4-tetrafluoro-3-(4-fluoro-3-(trifluoromethyl)phenyl)but-1-en-1-yl)-2-(trifluoromethyl)benzoic acid